3-Amino-1-cyclohexylaminopropan NCCCNC1CCCCC1